N1=CC=CC2=C(C=CC=C12)N1N=CC(=C1C(F)(F)F)NC(OCC1=CC=CC=C1)=O benzyl (1-(quinolin-5-yl)-5-(trifluoromethyl)-1H-pyrazol-4-yl)carbamate